C1(CCCCC1)CC=1NC(=NN1)C(=O)NC1=NC=NC(=C1)C1=C(C=CC(=C1)OCCCC(C)(C)O)C 5-(cyclohexylmethyl)-N-(6-(5-((4-hydroxy-4-methylpentyl)oxy)-2-methylphenyl)pyrimidin-4-yl)-4H-1,2,4-triazole-3-carboxamide